C(C)N=C(C(=O)O)C1=CC=C(C=C1)OC p-methoxyphenylglyoxylic acid ethylimine